3-(3-fluorophenyl)-5-trifluoromethyl-1,3,4-oxadiazole FC=1C=C(C=CC1)N1COC(=N1)C(F)(F)F